(S)-3-(1-hydroxy-prop-2-yl)-6,8-bis(6-(trifluoromethyl)pyridin-3-yl)pyrido[3,4-d]pyrimidin-4(3H)-one OC[C@H](C)N1C=NC2=C(C1=O)C=C(N=C2C=2C=NC(=CC2)C(F)(F)F)C=2C=NC(=CC2)C(F)(F)F